[Na+].[O-]C(=O)C(C)C1=CC(C(=O)C2=CC=CC=C2)=CC=C1 Ketoprofen Sodium salt